6-(cyclopropylmethoxy)-N-[(2S)-1-{[3-fluoro(3,3-dideuterio)propyl]oxy}-3-methylbutan-2-yl]-5-(pyrrolidin-1-yl)pyridine-2-carboxamide C1(CC1)COC1=C(C=CC(=N1)C(=O)N[C@H](COCCC([2H])([2H])F)C(C)C)N1CCCC1